ClC1=NC(=CC(=C1)C=1C(=NN2C1N=C(C=C2)NC(OC2=CC=CC=C2)=NC#N)C2=CC(=CC=C2)C#N)C 1-[3-(2-chloro-6-methyl-4-pyridyl)-2-(3-cyanophenyl)pyrazolo[1,5-a]pyrimidin-5-yl]-3-cyano-2-phenyl-isourea